sodium p-tert-butylphenoxy phosphate P(=O)(OOC1=CC=C(C=C1)C(C)(C)C)([O-])[O-].[Na+].[Na+]